N1=C(C=CC=C1)SSC1=NC=CC=C1 2-(2-pyridyldisulfanyl)pyridine